N(=[N+]=[N-])CCNC(=N)N 1-(2-azidoethyl)guanidine